FC1=C(C=CC=C1)P(N(P(C1=C(C=CC=C1)OC(F)(F)F)C1=CC=C(C=C1)[Si](CCCC)(CCCC)CCCC)C)C1=CC=C(C=C1)[Si](CCCC)(CCCC)CCCC 1-(2-fluorophenyl)-N-methyl-1-(4-(tributylsilyl)phenyl)-N-((4-(tributylsilyl)phenyl)(2-(trifluoromethoxy)phenyl)phosphaneyl)phosphanamine